CC(C(C(=O)N1[C@@H](CCCC1)C(=O)O[C@H](CCC1=CC(=C(C=C1)OC)OC)C1=CC(=CC=C1)NC(CCCSSC1=NC=CC=C1)=O)=O)(CC)C (R)-3-(3,4-dimethoxyphenyl)-1-(3-(4-(pyridin-2-yldisulfanyl)butanamido)phenyl)propyl (S)-1-(3,3-dimethyl-2-oxopentanoyl)piperidine-2-carboxylate